C(CCC)C(=O)CCCCCCCCCCCCCCCCCCCCCCCCCCCCCC n-triacontyl butyl ketone